dimethoxy-[1,1'-binaphthyl]-3-aldehyde COC1=C(C(=C(C2=CC=CC=C12)C1=CC=CC2=CC=CC=C12)OC)C=O